dibutyl-tin butenedioate C(C=CC(=O)[O-])(=O)[O-].C(CCC)[Sn+2]CCCC